N-((4-acetyl-3-(4-(trifluoromethyl)phenyl)-4,5,6,7-tetrahydropyrazolo[1,5-a]pyrimidin-6-yl)methyl)acrylamide C(C)(=O)N1C=2N(CC(C1)CNC(C=C)=O)N=CC2C2=CC=C(C=C2)C(F)(F)F